OC1(CCC(CC1)NC1=NC=C(C(=N1)N[C@H]1C[C@H](CCC1)O)C(=O)N)C 2-((1r,4R)-4-hydroxy-4-methylcyclohexylamino)-4-((1R,3S)-3-hydroxycyclohexylamino)pyrimidine-5-carboxamide